O=C1NC=C(C(N1)=O)C1=CC2=C(N=CN=C2N2CC(C(C2)(F)F)OC(=O)N2CCOCC2)O1.C(C)(C)C1=C(C(=O)N)C=CC=N1 isopropyl-nicotinamide [1-[6-(2,4-Dioxo-1H-pyrimidin-5-yl)furo[2,3-d]pyrimidin-4-yl]-4,4-difluoro-pyrrolidin-3-yl]morpholine-4-carboxylate